2-(2-Methoxy-5-(methyl-(2-methylquinazolin-4-yl)amino)phenyl)-3-methylbutanehydrazide COC1=C(C=C(C=C1)N(C1=NC(=NC2=CC=CC=C12)C)C)C(C(=O)NN)C(C)C